dicyclohexyl-(2',6'-dimethoxy-{1,1'-biphenyl}-2-yl)phosphine C1(CCCCC1)P(C1=C(C=CC=C1)C1=C(C=CC=C1OC)OC)C1CCCCC1